dithiolan S1SCCC1